S(=O)(=O)=C(C(C(=S(=O)=O)F)(F)F)F 1,3-disulfonylperfluoropropane